C(C)OC(\C=C\C1=C(C=NC=C1)C=1C=C2C=NNC2=CC1)=O (E)-3-(3-(1H-indazol-5-yl)pyridin-4-yl)acrylic acid ethyl ester